(4-(quinolin-4-yl)piperazin-1-yl)(1-((5-(trifluoromethyl)pyridin-2-yl)sulfonyl)pyrrolidin-3-yl)methanone N1=CC=C(C2=CC=CC=C12)N1CCN(CC1)C(=O)C1CN(CC1)S(=O)(=O)C1=NC=C(C=C1)C(F)(F)F